CC1(OC2CC34C(C(C(C2(O1)C)C4)(C)C)CCC3C)\C=C/C 5,7,9,9,13-pentamethyl-5-[(1Z)-1-propen-1-yl]-4,6-dioxatetracyclo[6.5.1.01,10.03,7]tetradecane